tin ammonium salt [NH4+].[Sn+4]